ClC1=C(C=C(C=C1)C=1C(=NC(=CN1)CCC(F)(F)F)N1CCC(CC1)C(=O)O)OC 1-(3-(4-chloro-3-methoxyphenyl)-6-(3,3,3-trifluoropropyl)pyrazin-2-yl)piperidine-4-carboxylic acid